1-(2,6-dihydroxyphenyl)-3-(4-hydroxyphenyl)propan-1-one OC1=C(C(=CC=C1)O)C(CCC1=CC=C(C=C1)O)=O